N1=C(C=CC=C1)C=1C=C(C=CC1)B1OC(C)(C)C(C)(C)O1 3-(2-pyridyl)phenylboronic acid pinacol ester